Cl.CN1C(=CC=C1C(C1=CC=C(C=C1)C)=O)CC(=O)OCCN(CC)CC diethylaminoethyl 1-methyl-5-(4-methylbenzoyl)-1H-pyrrole-2-acetate, hydrochloride